7-(6-acryloyloxyhexyloxy)-4-methylcoumarin C(C=C)(=O)OCCCCCCOC1=CC=C2C(=CC(OC2=C1)=O)C